CC=1N=C(NC1)C(C)NC(C1=CC=CC=C1)=O N-(1-(4-methyl-1H-imidazol-2-yl)ethyl)benzamide